C(C)(C)(C)NCCO 2-t-Butylaminoethanol